FC(OC1=CC=CC=2C(N([C@H]3C=4N([C@@H](C21)C3)C3=C(N4)C=CC(=C3)C#CC3CC(C3)C#N)C([2H])([2H])[2H])=O)F 3-(((7R,14R)-1-(difluoromethoxy)-6-(methyl-d3)-5-oxo-5,6,7,14-tetrahydro-7,14-methanobenzo[f]benzo[4,5]imidazo[1,2-a][1,4]diazocin-11-yl)ethynyl)cyclobutane-1-carbonitrile